[Cl-].[Cl-].C1(=CC=CC=C1)C(C1=CC=CC=C1)[SiH2][Zr+2](C1C=CC=C1)C1C2=CC=CC=C2C=2C=CC=CC12 diphenylmethylsilyl-(9-fluorenyl)(cyclopentadienyl)zirconium dichloride